pyrrolidin-2-yl-[4-[(4R)-4-methyl-2-(1-methylpyrazolo[3,4-b]pyridin-4-yl)-3,4-dihydro-1H-isoquinolin-6-yl]piperazin-1-yl]methanone N1C(CCC1)C(=O)N1CCN(CC1)C=1C=C2[C@H](CN(CC2=CC1)C1=C2C(=NC=C1)N(N=C2)C)C